FC1=C2CCCC(C2=CC=C1)(O)CNC=1C=NC=CC1C(=O)O 3-{[(5-fluoro-1-hydroxy-1,2,3,4-tetrahydronaphthalen-1-yl)methyl]amino}pyridine-4-carboxylic acid